C(C1=CC=CC=C1)O[C@H]1C(O)O[C@@H]([C@H]1OCC1=CC=CC=C1)COCC1=CC=CC=C1 2,3,5-tri-O-benzyl-α,β-D-ribofuranose